tert-Butyl 4-(3-carbamoyl-2-(4-phenoxyphenyl)-4,5,6,7-tetrahydropyrazolo[1,5-a]pyrimidin-7-yl)piperidine-1-carboxylate C(N)(=O)C=1C(=NN2C1NCCC2C2CCN(CC2)C(=O)OC(C)(C)C)C2=CC=C(C=C2)OC2=CC=CC=C2